tert-Butyl ((6-bromopyridin-3-yl)methyl)(2-(isoquinoline-5-sulfonamido)ethyl)carbamate BrC1=CC=C(C=N1)CN(C(OC(C)(C)C)=O)CCNS(=O)(=O)C=1C=2C=CN=CC2C=CC1